Cl.CN1N=C(C2=CC=CC=C2C1=O)C=1C=C2CCN(CC2=CC1)S(=O)(=O)N 6-(3-methyl-4-oxo-3,4-dihydro-phthalazin-1-yl)-3,4-dihydro-isoquinoline-2(1H)-sulfonylamine hydrochloride